hexyldimethyl-2-propen C(CCCCC)CC=C(C)C